2-(1H-pyrazol-1-yl)benzonitrile N1(N=CC=C1)C1=C(C#N)C=CC=C1